CNC(C1=CC=C(C(=O)NC)C=C1)=O N1,N4-dimethylterephthalamide